O=C1N(C(CC1)=O)OC(=O)ON1C(CCC1=O)=O 1-({[(2,5-dioxotetrahydro-1H-pyrrol-1-yl)oxy]carbonyl}oxy)tetrahydropyrrole-2,5-dione